N1=C(C(=NC2=CC=CC=C12)N)N quinoxaline-2,3-diamine